NC=1C(=CC2=C(N(C(N2C)=O)CCC(C)(C)O)C1)F 6-amino-5-fluoro-1-(3-hydroxy-3-methyl-butyl)-3-methyl-benzoimidazol-2-one